3-pyrazinecarboxylic anhydride N1=CC(=NC=C1)C(=O)OC(=O)C=1C=NC=CN1